(5R,6aR)-5-fluoro-5-methyl-3-(trifluoromethyl)-5,6,6a,7,9,10-hexahydro-8H-pyrazino[1,2-a][1,8]naphthyridin F[C@@]1(C[C@H]2N(C=3N=CC(=CC13)C(F)(F)F)CCNC2)C